1-(4-amino-6-(trifluoromethyl)pyridin-2-yl)ethan-1-one tert-butyl-((2S)-4-methyl-1-oxo-1-((phenylsulfinyl)amino)pentan-2-yl)carbamate C(C)(C)(C)N(C(O)=O)[C@H](C(NS(=O)C1=CC=CC=C1)=O)CC(C)C.NC1=CC(=NC(=C1)C(F)(F)F)C(C)=O